1-((1R,3R,5S,7R)-3,5-dimethyladamantan-4-yl)urea CC12CC3CC(CC(C1NC(=O)N)(C3)C)C2